FC1=C(OC2=C(C=C(C=C2)S(=O)(=O)C)C=2C3=C(C(N(C2)C)=O)NC=C3)C=C(C=C1)F 4-[2-(2,5-difluorophenoxy)-5-(methylsulfonyl)phenyl]-6-methyl-1,6-dihydro-7H-pyrrolo[2,3-c]pyridin-7-one